C(C)N(C=NC1=C(C(=CC(=C1)C)CC1=CC(=CC=C1)OC)C)C N-ethyl-N'-(3-(3-methoxybenzyl)-2,5-dimethylphenyl)-N-methylformimidamide